methyl ethyl malonate (methyl ethyl malonate) CC(C(=O)O)(C(=O)O)CC.C(CC(=O)OCC)(=O)OC